2-chloro-5-bromo-4-aminopyrrolo[2,1-f][1,2,4]triazine ClC1=NN2C(C(=N1)N)=C(C=C2)Br